1-(benzenesulfonyl)-3-bromo-1H-pyrrolo[2,3-b]pyridine C1(=CC=CC=C1)S(=O)(=O)N1C=C(C=2C1=NC=CC2)Br